(RS)-decanal C(CCCCCCCCC)=O